NC1=C(N=CC2=C(C=CC=C12)C1=NC=NC=C1OC)C(=O)NCCC 4-amino-8-(5-methoxypyrimidin-4-yl)-N-propylisoquinoline-3-carboxamide